1-ethyl-5-(5-(morpholinomethyl)-1,2,4-oxadiazol-3-yl)-1H-indole-3-carboxylic acid C(C)N1C=C(C2=CC(=CC=C12)C1=NOC(=N1)CN1CCOCC1)C(=O)O